2-methyl-6-((1-methyl-1H-pyrazol-4-yl)methyl)-5-oxo-5,6-dihydro-1,6-naphthyridine CC1=NC=2C=CN(C(C2C=C1)=O)CC=1C=NN(C1)C